BrC=1C=C(C=C(C1N)Br)C1=CC=CC=C1 3,5-Dibromo-[1,1'-biphenyl]-4-amine